C[C@H]1C[C@H](C1)CC(=O)O CIS-3-METHYL-CYCLOBUTANEACETIC ACID